(E)-3-(3-chloro-4-nitrophenyl)acrylic acid ClC=1C=C(C=CC1[N+](=O)[O-])/C=C/C(=O)O